(R/S)-1-amino-3-chloro-2-propanol NC[C@H](CCl)O |r|